tert-butyl (S)-6-(4-((5-methyl-1-(methylamino)-1-oxohexan-3-yl)amino)-7-(prop-1-en-2-yl)quinazolin-2-yl)-2,6-diazaspiro[3.4]octane-2-carboxylate CC(C[C@@H](CC(=O)NC)NC1=NC(=NC2=CC(=CC=C12)C(=C)C)N1CC2(CN(C2)C(=O)OC(C)(C)C)CC1)C